FC1(C(CCC1)CCC1=NC2=C(N1C(=O)N)C=CC=C2N2CCN(CC2)C)F (2-(2,2-Difluorocyclopentyl)ethyl)-4-(4-methylpiperazin-1-yl)-1H-benzo[d]imidazole-1-carboxamide